2-(benzyloxy)acetaldehyde-1-d C(C1=CC=CC=C1)OCC(=O)[2H]